N-(1-methyl-3-(piperidin-1-yl)-1H-pyrazol-4-yl)-6-(1H-pyrazol-4-yl)picolinamide CN1N=C(C(=C1)NC(C1=NC(=CC=C1)C=1C=NNC1)=O)N1CCCCC1